C(C)(=O)NC=1C=C(C=C(C1N(C)CCN(C)C)F)NC=1N=C(C2=C(N1)N(C=C2)S(=O)(=O)C2=CC=C(C)C=C2)C2=CN(C1=CC=CC=C21)C(=O)OC(C)(C)C tert-butyl 3-(2-((3-acetamido-4-((2-(dimethylamino)ethyl)(methyl)amino)-5-fluorophenyl)amino)-7-tosyl-7H-pyrrolo[2,3-d]pyrimidin-4-yl)-1H-indole-1-carboxylate